Cl.NC=1C=C(C=C(C1N)F)C(C)=O 1-(3,4-diamino-5-fluorophenyl)ethanone hydrochloride